ClC=1C=C2C=C(NC2=C(C1OCC1=NOC=C1)Cl)CNC(=O)C1(CC1)C N-({5,7-dichloro-6-[(3-isoxazolyl)methoxy]-2-indolyl}methyl)1-methylcyclopropanecarboxamide